ethylenoxid C1CO1